9,9-bis(6-(2-hydroxypropoxy)naphthyl)fluorene OC(COC=1C=C2C=CC=C(C2=CC1)C1(C2=CC=CC=C2C=2C=CC=CC12)C1=CC=CC2=CC(=CC=C12)OCC(C)O)C